(2E)-2-methoxyimino-N-methyl-2-[3-methyl-2-[[(E)-1-[4-(trifluoromethyl)-2-pyridyl]ethylideneamino]oxymethyl]phenyl]acetamide CO\N=C(\C(=O)NC)/C1=C(C(=CC=C1)C)CO/N=C(\C)/C1=NC=CC(=C1)C(F)(F)F